O=C1C(=COC2=CC(=CC=C12)C(F)(F)F)B(O)O [4-oxo-7-(trifluoromethyl)chromen-3-yl]boronic acid